FC(OC=1C=CC(=C(C1)C1=NN(C=2C[C@@H](CCC12)C(=O)NC1(COC=C1)C)[C@@H]1[C@H](CCC1)O)F)F (R)-3-(5-(difluoromethoxy)-2-fluorophenyl)-1-((1S,2S)-2-hydroxycyclopentyl)-N-(3-methyl-1,1-thioxol-3-yl)-4,5,6,7-tetrahydro-1H-indazole-6-carboxamide